tert-butyl 4-(7-ethyl-[1,2,4]triazolo[1,5-a]pyridin-6-yl)piperidine-1-carboxylate C(C)C1=CC=2N(C=C1C1CCN(CC1)C(=O)OC(C)(C)C)N=CN2